ClC=1C2=C(C=NC1OCCNC(OC(C)(C)C)=O)CC(C2)C=O tert-Butyl N-[2-[(4-chloro-6-formyl-6,7-dihydro-5H-cyclopenta[c]pyridin-3-yl)oxy]ethyl]carbamate